1-(o-propenylphenoxy)-2-nonylbenzene C(=CC)C1=C(OC2=C(C=CC=C2)CCCCCCCCC)C=CC=C1